Cyclopentyl Phosphate P(=O)(OC1CCCC1)([O-])[O-]